CC=1C=C(C=C(C1)C)C1=NC=CC2=CC(=CC=C12)C 1-(3,5-dimethylphenyl)-6-methylisoquinoline